[Cl-].C(CCCCCCCCCCCCCCCCC)(=O)N([C@@H](CCCNC(N)=N)C(=O)[NH3+])C(CCCCCCCCCCCCCCCCC)=O distearoyl-arginyl-ammonium chloride